3-(6-(3-Ethylmorpholino)-1-methyl-1H-pyrazolo[4,3-c]pyridin-3-yl)-2,6-difluoro-5-(trifluoromethyl)phenol C(C)C1COCCN1C1=CC2=C(C=N1)C(=NN2C)C=2C(=C(C(=C(C2)C(F)(F)F)F)O)F